1-aza-2-silacyclopentane N1[SiH2]CCC1